(Sa)-N-[6-(5-chloro-1,3-benzoxazol-2-yl)spiro[3.3]heptan-2-yl]-5-(2-methylpropanoylsulfamoyl)furan-2-carboxamide ClC=1C=CC2=C(N=C(O2)C2CC3(CC(C3)NC(=O)C=3OC(=CC3)S(NC(C(C)C)=O)(=O)=O)C2)C1